FC1=C2C=CC=NC2=CC(=C1)CC(=O)OC(C)(C)C tert-Butyl 2-(5-fluoroquinolin-7-yl)acetate